OCCOCCOC1=CC=2C(C3=CC=CC=C3C(C2C=C1)=O)=O 2-(2-(2-hydroxyethoxy)ethoxy)anthracene-9,10-dione